5-{7-[(3S,4S)-3-fluoro-2,2,6,6-tetramethylpiperidin-4-yl]-6,7-dihydro-5H-pyrrolo[2,3-c]pyridazin-3-yl}-2-methyl-1H-benzimidazol-6-ol F[C@@H]1C(NC(C[C@@H]1N1CCC2=C1N=NC(=C2)C2=CC1=C(NC(=N1)C)C=C2O)(C)C)(C)C